potassium N-lauroyl-N'-hydroxyethyl-N'-carboxymethylethylenediamine C(CCCCCCCCCCC)(=O)NCCN(CC(=O)O)CCO.[K]